ethylene Glycol Tetraacetate C(C)(=O)O.C(C)(=O)O.C(C)(=O)O.C(C)(=O)O.C(CO)O